bis(2-methoxy-8-hydroxyquinoline) copper (II) [Cu+2].COC1=NC2=C(C=CC=C2C=C1)O.COC1=NC2=C(C=CC=C2C=C1)O